7-fluorobenzo[d]thiazole-2-thiol FC1=CC=CC=2N=C(SC21)S